CC=1C=C(C(=C(C1)O)CCCCC)O 5-Methyl-2-pentylbenzene-1,3-diol